6-carboxy-2-(4-fluorophenyl)pyrimidine 1-oxide C(=O)(O)C1=CC=NC(=[N+]1[O-])C1=CC=C(C=C1)F